eicosatrienone CC(C=CC=CC=CCCCCCCCCCCCC)=O